COC=1C=C2C(=CC=NC2=CC1OCCCN1CCCC1)C(CCN(C)C)N 1-(6-methoxy-7-(3-(pyrrolidin-1-yl)propoxy)quinolin-4-yl)-N3,N3-dimethylpropane-1,3-diamine